NCC=1C=C(C=CC1)N1N=C(C=C1C(=O)NC1=CC(=CC=C1)[C@@](CCC1CC1)(C1=CC=CC=C1)O)C(F)(F)F |r| rac-1-(3-(aminomethyl)phenyl)-N-(3-(3-cyclopropyl-1-hydroxy-1-phenylpropyl)phenyl)-3-(trifluoromethyl)-1H-pyrazole-5-carboxamide